3-((6-methoxy-5-(trifluoromethyl)pyridin-3-yl)oxy)propionic acid COC1=C(C=C(C=N1)OCCC(=O)O)C(F)(F)F